OCCN1N=CC(=C1)NC1=NC=C(C(=N1)C1=CC=C(C(=O)O)C=C1)C 4-(2-((1-(2-Hydroxyethyl)-1H-pyrazol-4-yl)amino)-5-methylpyrimidin-4-yl)benzoic Acid